(4-(3,4-bis(1-hydroxy-3,4-dihydro-1H-benzo[c][1,2]oxaborinine-7-carboxamido)pyrrolidin-1-yl)-4-oxobutanoyl)-L-glutamic acid OB1OCCC2=C1C=C(C=C2)C(=O)NC2CN(CC2NC(=O)C=2C=CC1=C(B(OCC1)O)C2)C(CCC(=O)N[C@@H](CCC(=O)O)C(=O)O)=O